N-(2-cyclobutyl-4-(6-fluoro-3,4-dihydroisoquinolin-2(1H)-yl)-6-methylphenyl)-3,3-dimethylbutyramide C1(CCC1)C1=C(C(=CC(=C1)N1CC2=CC=C(C=C2CC1)F)C)NC(CC(C)(C)C)=O